(R)-(1-(4-fluorophenyl)-6-((1-propyl-1H-1,2,3-triazol-5-yl)sulfonyl)-4,4a,5,6,7,8-hexahydro-1H-pyrazolo[3,4-g]isoquinolin-4a-yl)(4-(trifluoromethyl)pyridin-2-yl)methanone FC1=CC=C(C=C1)N1N=CC2=C1C=C1CCN(C[C@]1(C2)C(=O)C2=NC=CC(=C2)C(F)(F)F)S(=O)(=O)C2=CN=NN2CCC